6-hydroxy-1-naphthacenecarbonitrile OC1=C2C=C3C=CC=C(C3=CC2=CC2=CC=CC=C12)C#N